O1CCN(CC1)C(CN1CCNCC1)=O 1-Morpholino-2-(piperazin-1-yl)-ethanon